NCC=1C=NC(=NC1)C1=C(C=C(C#N)C=C1)OC=1SC(=NN1)N1CCC1 4-[5-(aminomethyl)pyrimidin-2-yl]-3-[[5-(azetidin-1-yl)-1,3,4-thiadiazol-2-yl]oxy]benzonitrile